3-(3,5-di-tert-butyl-4-hydroxyphenyl)propionic acid hydrazide C(C)(C)(C)C=1C=C(C=C(C1O)C(C)(C)C)CCC(=O)NN